C1=CC(=C(C=C1Br)Cl)Cl 3,4-Dichlorobromobenzene